N,N-dimethyl-7-oxopyrido[2,3-d]pyrimidine-6-carboxamide CN(C(=O)C1C=C2C(N=CN=C2)=NC1=O)C